2-Amino-N-[5-[(1-tert-butylpyrazol-3-yl)carbamoyl]-4-fluoro-2-methylphenyl]-1,3-thiazole-5-carboxamide NC=1SC(=CN1)C(=O)NC1=C(C=C(C(=C1)C(NC1=NN(C=C1)C(C)(C)C)=O)F)C